3-amino-6-ethoxy-4-(7-fluoro-1H-indazol-4-yl)-1,7-dihydro-1,7-phenanthroline-2,8-dione NC=1C(NC2=C3C=CC(NC3=C(C=C2C1C1=C2C=NNC2=C(C=C1)F)OCC)=O)=O